COC=1C=C2CCN(CC2=CC1NC=1NCC=CN1)C 2-((6-Methoxy-2-methyl-1,2,3,4-tetrahydroisoquinolin-7-yl)amino)-6H-pyrimidine